FC1=CC(=NC=C1C=1NC2=CC=CC=C2C1)N1CCOCC1 4-(4-Fluoro-5-(1H-indol-2-yl)pyridin-2-yl)morpholine